C1(CCC1)CNC(=O)C1=C(C=C(C=C1)C1=C(NC(=C1C1=C(C=C(C=C1)[N+](=O)[O-])C)C)C(=O)OC)OC methyl 3-(4-(cyclobutylmethylcarbamoyl)-3-methoxy-phenyl)-5-methyl-4-(2-methyl-4-nitro-phenyl)-1H-pyrrole-2-carboxylate